silane-diol [SiH2](O)O